N1=CC=C(C=C1)C1=NNC(=C1)N1C(CC(CC1)COC(F)(F)F)=O 1-(3-(pyridin-4-yl)-1H-pyrazol-5-yl)-4-((trifluoromethoxy)methyl)piperidin-2-one